C1(=CC=CC=C1)S(=O)(=O)N1[C@@H](CCC1)C(=O)N[C@H](C(=O)O)CNC(=O)C=1C=NN(C1)CCC1=NC=2NCCCC2C=C1 (S)-2-((S)-1-(phenylsulfonyl)pyrrolidine-2-carboxamido)-3-(1-(2-(5,6,7,8-tetrahydro-1,8-naphthyridin-2-yl)ethyl)-1H-pyrazole-4-carboxamido)propionic acid